ClC1=C(C=C(C=C1)C(C=1NC(=CN1)C)C1=CC(=C(C=C1)Cl)F)F 2-[bis(4-chloro-3-fluorophenyl)methyl]-5-methyl-1H-imidazole